2,5-diphenyl-terephthalic acid C1(=CC=CC=C1)C1=C(C(=O)O)C=C(C(=C1)C(=O)O)C1=CC=CC=C1